O=S1(CC(C=C1)NC(=O)C=1C(NC(=CC1)N1CCC(CC1)C(F)(F)F)=O)=O N-(1,1-dioxido-2,3-dihydrothiophen-3-yl)-2-oxo-6-(4-(trifluoromethyl)piperidin-1-yl)-1,2-dihydropyridine-3-carboxamide